2-butyl-1-((2,2,5-trimethyl-1,3-dioxan-5-yl)methyl)-6,7,8,9-tetrahydro-1H-imidazo[4,5-c][1,7]naphthyridine C(CCC)C=1N(C2=C(C=NC=3CNCCC23)N1)CC1(COC(OC1)(C)C)C